P(O)(=O)(OP(=O)(O)OP(=O)(O)O)OC[C@@H]1[C@H](C[C@@H](O1)N1C(=S)NC(=O)C(C)=C1)O 2-thiothymidine-5'-triphosphate